N=1N=CN2C1C(=NC=C2)C2=CC=C1C=NC(=NN12)N[C@H]1[C@@H](CN(CC1)S(=O)(=O)C)O (3R,4R)-4-((7-([1,2,4]triazolo[4,3-a]pyrazin-8-yl)pyrrolo[2,1-f][1,2,4]triazin-2-yl)amino)-1-(methylsulfonyl)piperidin-3-ol